BrC=1C=C2CCC(C2=CC1)N1CCOCC1 4-(5-bromo-2,3-dihydro-1H-inden-1-yl)morpholine